4,4-dicarbazolylbenzophenone C1(=CC=CC=2C3=CC=CC=C3NC12)C1(CC=C(C(=O)C2=CC=CC=C2)C=C1)C1=CC=CC=2C3=CC=CC=C3NC12